C1(CCCCC1)P(CCP(C1CCCCC1)C1CCCCC1)C1CCCCC1 1,2-bis(dicyclohex-ylphosphino)ethane